NC1=NC(N(C=N1)[C@H]1C[C@H](O)[C@H](O1)CO)=O 4-Amino-1-(2-deoxy-β-D-ribofuranosyl)-1,3,5-triazin-2(1H)-one